C(#N)C1=C(C=CC=C1)[C@H]([C@@H](C)C=1N(C(C(=C(N1)C(=O)NC=1C=NOC1)O)=O)C)C=1C=NN(C1)C(F)(F)F 2-((1s,2r)-1-(2-cyanophenyl)-1-(1-(trifluoromethyl)-1H-pyrazol-4-yl)propan-2-yl)-5-hydroxy-N-(isoxazol-4-yl)-1-methyl-6-oxo-1,6-dihydropyrimidine-4-carboxamide